C(CCCCC)NC(=O)[C@H]1N(CC(N(C1)CC1=CC=C(C(=O)N2C[C@H]([C@@H](C2)C(=O)N[C@@H]2[C@H](C2)C2=CC=CC=C2)C(=O)N[C@@H]2[C@H](C2)C2=CC=CC=C2)C=C1)=O)C(CCCCCCC)=O (3S,4S)-1-(4-(((S)-5-(hexylcarbamoyl)-4-octanoyl-2-oxopiperazin-1-yl)methyl)benzoyl)-N3,N4-bis((1S,2R)-2-phenylcyclopropyl)pyrrolidine-3,4-dicarboxamide